C1(=CC=CC=C1)P(C1=C(CC(=N)C2=NC(=CC=C2)CP(C2=CC=CC=C2)C2=CC=CC=C2)C=CC=C1)C1=CC=CC=C1 2-(diphenylphosphino)benzyl-1-(6-((diphenylphosphino)methyl)pyridin-2-yl)methanimine